C(C)(C)(C)OC(=O)N1CC(C1)Br tert-Butyl-3-bromoazetidine-1-carboxylate